C(C)(C)(C)OC(=O)N1CCC(CC1)C=1OC2=C(N1)C=CC(=C2)Br 4-(6-Bromo-1,3-benzooxazol-2-yl)piperidine-1-carboxylic acid tert-butyl ester